tert-butyl 2-{5-fluoro-2-oxo-1H,4H-pyrido[3,4-d]pyrimidin-3-yl}acetate FC1=CN=CC=2NC(N(CC21)CC(=O)OC(C)(C)C)=O